5-(4-(3-amino-5-ethynylpyridin-4-yl)-2-chloro-5-fluorobenzamido)-3-chloro-N-ethylpicolinamide NC=1C=NC=C(C1C1=CC(=C(C(=O)NC=2C=C(C(=NC2)C(=O)NCC)Cl)C=C1F)Cl)C#C